COC(CC1=NC2=C(C=C(C=C2C(=C1)N(CC)C=1SC(=C(N1)C1=CC=C(C=C1)F)C#N)Br)F)=O 2-(6-bromo-4-((5-cyano-4-(4-fluorophenyl)thiazol-2-yl)(ethyl)amino)-8-fluoroquinolin-2-yl)acetic acid methyl ester